ClC1=CC=C(OCC2=NN=C(S2)NC(C2=CN=C(C=C2C2=C(C=CC=C2)OC)C#N)=O)C=C1 N-(5-((4-chlorophenoxy)methyl)-1,3,4-thiadiazol-2-yl)-6-cyano-4-(2-methoxyphenyl)nicotinamide